(1-methylcyclopropyl)-(piperazin-1-yl)methanone TFA salt OC(=O)C(F)(F)F.CC1(CC1)C(=O)N1CCNCC1